N-[3-(3-Cyclopropyl-5-(2-fluoro-4-iodo-phenylamino)-6,8-dimethyl-2,4,7-trioxo-3,4,6,7-tetrahydro-2H-pyrido[4,3-d]pyrimidin-1-yl)-phenyl]-acetamide C1(CC1)N1C(N(C=2C(C1=O)=C(N(C(C2C)=O)C)NC2=C(C=C(C=C2)I)F)C=2C=C(C=CC2)NC(C)=O)=O